4-methyl-2-pyrrolidonecarboxylic acid CC1CC(N(C1)C(=O)O)=O